C(C)(C)N1CC=2N(CC1)C=C(N2)C(=O)O 7-isopropyl-5,6,7,8-tetrahydroimidazo[1,2-a]pyrazine-2-carboxylic acid